NC=1C=2C(NC[C@@]3(OC4=C(C=C(C=C4[C@H](NC=4C=CN(N1)C2N4)C)F)C3)C)=O (3R,11R)-16-amino-6-fluoro-3,11-dimethyl-10-oxa-2,13,17,18,21-pentaazapentacyclo[13.5.2.18,11.04,9.018,22]tricosa-1(21),4,6,8,15(22),16,19-heptaen-14-one